OC1=C2CCNC2=CC=C1 4-Hydroxy-indolin